N,N-dimethyl-5-((2-(6-methyl-4-(4-methylbenzyl)pyridin-2-yl)morpholino)methyl)pyrimidin-2-amine CN(C1=NC=C(C=N1)CN1CC(OCC1)C1=NC(=CC(=C1)CC1=CC=C(C=C1)C)C)C